CC1=CC=C(C=C1)C1=C(SC=C1)C1=CC=C(C=C1)C=O 4-(4-Methylphenylthiophenyl)-phenylmethanone